FC=1C=CC(=NC1)CN1C2=C(OC(C1=O)(C)C)C=C(C=C2)C=O 4-((5-fluoropyridin-2-yl)methyl)-2,2-dimethyl-3-oxo-3,4-dihydro-2H-benzo[b][1,4]oxazine-7-carbaldehyde